FC1=C(C=CC(=C1)F)[C@H](C(=O)O)CO (S)-2-(2,4-difluorophenyl)-3-hydroxypropionic acid